N[C@@H]1CC[C@@H]2CN(C[C@@H]21)C2=NC(=C(C(=N2)C(=O)N)C2=C(C(=CC=C2)Cl)Cl)C 2-((3aR,4R,6aS)-4-Amino-hexahydro-cyclopenta-[c]pyrrol-2-yl)-5-(2,3-dichloro-phenyl)-6-methyl-pyrimidine-4-carboxylic acid amide